7-chloro-3-(7-chlorobenzo[d]thiazol-6-yl)pteridine ClC=1C=NC2=CN(CN=C2N1)C1=C(C2=C(N=CS2)C=C1)Cl